ClC1=C(CSC)C=C(C=C1)[N+](=O)[O-] (2-chloro-5-nitrobenzyl)(methyl)sulfane